trityl 4-((2-oxopropanoyl)oxy)but-2-ynoate O=C(C(=O)OCC#CC(=O)OC(C1=CC=CC=C1)(C1=CC=CC=C1)C1=CC=CC=C1)C